C(#N)C1=C(C=CC(=C1)OC(C)C)C1=NC(=NO1)N1CCCC2=CC(=CC=C12)CNCCC(=O)O 3-(((1-(5-(2-cyano-4-isopropoxyphenyl)-1,2,4-oxadiazol-3-yl)-1,2,3,4-tetrahydroquinolin-6-yl)methyl)amino)propionic acid